rac-1-(((5S,7S)-3-(5-(tert-butyl)pyrazin-2-yl)-8,8-difluoro-2-oxo-1-oxa-3-azaspiro[4.5]decan-7-yl)methyl)-1H-benzo[d]imidazole-6-carbonitrile C(C)(C)(C)C=1N=CC(=NC1)N1C(O[C@]2(C1)C[C@H](C(CC2)(F)F)CN2C=NC1=C2C=C(C=C1)C#N)=O |r|